Rac-(3R,4S)-tert-Butyl 3-((7H-pyrrolo[2,3-d]pyrimidin-4-yl)amino)-4-methylpiperidine-1-carboxylate N1=CN=C(C2=C1NC=C2)N[C@H]2CN(CC[C@@H]2C)C(=O)OC(C)(C)C |r|